4-Amino-8-(5-fluoro-2-methyl-4-pyridyl)-2-oxo-N-propyl-1H-quinoline-3-carboxamide NC1=C(C(NC2=C(C=CC=C12)C1=CC(=NC=C1F)C)=O)C(=O)NCCC